ClC=1C=C(C=CC1F)[C@@H](NC(=O)N1[C@@H](C(NCC1)=O)C)C1=CC(=NN1C)C(F)(F)F (2R)-N-((R)-(3-chloro-4-fluorophenyl)(1-methyl-3-(trifluoromethyl)-1H-pyrazol-5-yl)methyl)-2-methyl-3-oxopiperazine-1-carboxamide